Calcium salicylat C(C=1C(O)=CC=CC1)(=O)[O-].[Ca+2].C(C=1C(O)=CC=CC1)(=O)[O-]